C(CCC)(O)O (R,R)-butanediol